3-((5-methylisoxazole-3-carboxamido)methyl)-4,5-dihydroisoxazole CC1=CC(=NO1)C(=O)NCC1=NOCC1